4-chloro-5-(2-fluorophenyl)-7-tosyl-7H-pyrrolo[2,3-d]pyrimidine ClC=1C2=C(N=CN1)N(C=C2C2=C(C=CC=C2)F)S(=O)(=O)C2=CC=C(C)C=C2